2-Fluoro-4-methoxythieno[3,2-E]benzofuran-7-carboxylic acid ethyl ester C(C)OC(=O)C1=CC2=C(C=C(C3=C2C=C(O3)F)OC)S1